(S)-3-(benzoylaminomethyl)-5-methylhexanoic acid sodium salt [Na+].C(C1=CC=CC=C1)(=O)NC[C@H](CC(=O)[O-])CC(C)C